FC=1C=C(C=CC1F)[C@H](C)NC(=O)C=1C(NC2=C(N=C(C=C2C1N1CCN[C@H](CC1)C)C)C1CC1)=O N-[(S)-1-(3,4-difluorophenyl)ethyl]-4-[(S)-5-methyl-1,4-diazepan-1-yl]-8-cyclopropyl-6-methyl-2-oxo-1,2-dihydro-1,7-diaza-3-naphthamide